BrC1=CC=2C3(C4=CC(=CC=C4C2C=C1)Br)C1=CC=CC=C1C=1C=CC(=CC13)Br 2,2',7-tribromo-9,9'-spirobifluorene